3-(5-(6-(4-fluorophenyl)-6-hydroxy-2-azaspiro[3.3]heptane-2-carbonyl)-1-oxoisoindolin-2-yl)piperidine-2,6-dione FC1=CC=C(C=C1)C1(CC2(CN(C2)C(=O)C=2C=C3CN(C(C3=CC2)=O)C2C(NC(CC2)=O)=O)C1)O